[Si](C)(C)(C(C)(C)C)OC1=CC(=C(C(=O)OC)C=C1)C methyl 4-((tert-butyldimethylsilyl)oxy)-2-methylbenzoate